[15-[4-(4,6-dichloro-1,3,5-triazin-2-yl)-3-hydroxy-phenoxy]-4,7-di(prop-2-enoyloxy)pentadecyl] prop-2-enoate C(C=C)(=O)OCCCC(CCC(CCCCCCCCOC1=CC(=C(C=C1)C1=NC(=NC(=N1)Cl)Cl)O)OC(C=C)=O)OC(C=C)=O